para-fluorobenzoyl-(dimethoxy)-benzoin FC1=CC=C(C(=O)C2=C(C(=C(C=C2)C(=O)C(O)C2=CC=CC=C2)OC)OC)C=C1